N-tert-butyl-2-(4-tert-butyl-N-(2-chloroacetyl)anilino)-2-(3-pyridyl)acetamide C(C)(C)(C)NC(C(C=1C=NC=CC1)N(C1=CC=C(C=C1)C(C)(C)C)C(CCl)=O)=O